cholesterol (3-imidazol-1-yl-propyl)Carbamate gadolinium [Gd].N1(C=NC=C1)CCCNC(=O)O[C@@H]1CC2=CC[C@H]3[C@@H]4CC[C@H]([C@@H](CCCC(C)C)C)[C@]4(CC[C@@H]3[C@]2(CC1)C)C